2-(Dimethylamino)-N-(2-(((Z)-octadeca-9-en-1-yl)oxy)ethyl)-N-((9Z,12Z)-octadeca-9,12-diene-1-yl)acetamide CN(CC(=O)N(CCCCCCCC\C=C/C\C=C/CCCCC)CCOCCCCCCCC\C=C/CCCCCCCC)C